4-(2,6-difluorophenyl)-1-(methylamino)-6-(trifluoromethyl)-3H-pyridine FC1=C(C(=CC=C1)F)C1CCN(C(=C1)C(F)(F)F)NC